NC1=CC=C(C=N1)N1[C@@H](CN(CC1)C(=O)OC(C)(C)C)C (R)-tert-Butyl 4-(6-Aminopyridin-3-yl)-3-methylpiperazine-1-carboxylate